C(C)(=O)N1CC=2N(CC1)C(=NC2C=2C=CC=C1C=C(N=CC21)C=2C=CC(=NC2)C(=O)NCCC#CC2=C1CN(C(C1=CC=C2)=O)[C@@H]2C(NC(CC2)=O)=O)CC |o1:45| (S*)-5-(8-(7-Acetyl-3-ethyl-5,6,7,8-tetrahydroimidazo[1,5-a]pyrazin-1-yl)isoquinolin-3-yl)-N-(4-(2-(2,6-dioxopiperidin-3-yl)-1-oxoisoindolin-4-yl)but-3-yn-1-yl)picolinamide